4-(7-chloro-1,5-diaza-3-naphthylamino)-2-{3-methoxy-4-[(1s,3s)-3-(dimethylamino)cyclobutoxy]phenylamino}pyrimidine ClC1=CN=C2C=C(C=NC2=C1)NC1=NC(=NC=C1)NC1=CC(=C(C=C1)OC1CC(C1)N(C)C)OC